DIMETHYL-IMIDAzolidinone CN1C(N(CC1)C)=O